BrCCCCCCOC(CCC(OCCCCCCCCCC)OCCCCCCCCCC)=O 4,4-bis(decyloxy)butanoic acid 6-bromohexyl ester